(1S,9S)-1-amino-4-chloro-9-ethyl-5-fluoro-9-hydroxy-1,2,3,9,12,15-hexahydro-10H,13H-benzo[de]pyrano[3',4':6,7]indolizino[1,2-b]quinoline-10,13-dione 2,2,2-trifluoroacetate salt FC(C(=O)O)(F)F.N[C@H]1CCC=2C=3C1=C1C(=NC3C=C(C2Cl)F)C2=CC3=C(C(N2C1)=O)COC([C@]3(O)CC)=O